N-[(6-{[benzyl-(methyl)amino]methyl}imidazo[1,2-a]pyridin-2-yl)methyl]-4-oxo-4H-pyrido[1,2-a]pyrimidine-2-carboxamide C(C1=CC=CC=C1)N(C)CC=1C=CC=2N(C1)C=C(N2)CNC(=O)C=2N=C1N(C(C2)=O)C=CC=C1